2-(3-chloropropyl)-4-fluoropyrrolidine-2-carboxylate ClCCCC1(NCC(C1)F)C(=O)[O-]